(2s,3s,4r,5r)-5-(6-(benzylamino)-2-(pyrimidin-5-yl)-9H-purin-9-yl)-3,4-dihydroxy-N-methyltetrahydrofuran-2-carboxamide C(C1=CC=CC=C1)NC1=C2N=CN(C2=NC(=N1)C=1C=NC=NC1)[C@H]1[C@@H]([C@@H]([C@H](O1)C(=O)NC)O)O